6a-[3-chloro-4-(3,3-dimethyl-butyl)phenyl]-4,4-dimethyl-tetrahydro-furo[3,4-c]isoxazole ClC=1C=C(C=CC1CCC(C)(C)C)C12NOCC1C(OC2)(C)C